CN=C1S(CCCC1)=O methylimino-thiane 1-oxide